3,5-DICHLORO-2-[(2-CHLOROPROP-2-EN-1-YL)OXY]BENZALDEHYDE ClC=1C(=C(C=O)C=C(C1)Cl)OCC(=C)Cl